C(#N)C1=CNC2=C(C=CC(=C12)C)C1=NN(C=C1S(=O)(=O)N)C1=NC=C(C=C1)C(F)(F)F SYN-(3-cyano-4-methyl-1H-indol-7-yl)-1-[5-(trifluoromethyl)-2-pyridyl]pyrazole-4-sulfonamide